C(CCCCCCC\C=C/CCCCCCCC)(=O)O.[Er] Erbium oleic acid